C(CCCCCCCCCCCCCCCCCCCCCCCCCCC)(=O)[O-].[Na+].O1CCN(CC1)C1C(CCC1)CO (2-Morpholinocyclopentyl)methanol sodium montanoate